1-(3-(1H-tetrazol-5-yl)propyl)-N-(2-(difluoromethoxy)-6-methylpyridin-3-yl)-3-(2-isopropylphenyl)azetidine-3-carboxamide N1N=NN=C1CCCN1CC(C1)(C(=O)NC=1C(=NC(=CC1)C)OC(F)F)C1=C(C=CC=C1)C(C)C